2-(2-isopropylbenzoyl)benzoate C(C)(C)C1=C(C(=O)C2=C(C(=O)[O-])C=CC=C2)C=CC=C1